N1=C(C=CC=C1)CN picolinamine